C1(=CC=CC=C1)C1=CC(=C(C=C1)O)C1=CC=CC=C1 (1,1':3',1''-terphenyl)-4'-ol